O=C1N2CCN(C[C@H]2CO1)C1=C2C=NN(C2=CC(=C1)S(=O)(=O)NC1(CC1)C#N)C=1SC(=NN1)C(F)F 1-[({4-((1S)-7-oxo-8-oxa-3,6-diazabicyclo[4.3.0]non-3-yl)-1-[5-(difluoromethyl)(1,3,4-thiadiazol-2-yl)]-1H-indazol-6-yl}sulfonyl)amino]cyclopropanecarbonitrile